BrC=1C=CC2=C(C3NC(N(C(O2)(C3)C)C3=CC(=CC=C3)C(=O)N3CC2=CC(=CC=C2CC3)F)=O)C1 8-bromo-3-(3-(7-fluoro-1,2,3,4-tetrahydroisoquinoline-2-carbonyl)phenyl)-2-methyl-5,6-dihydro-2H-2,6-methanobenzo[g][1,3,5]oxadiazocin-4(3H)-one